NC1=CC(=C(OC2=NC=CC=C2C2=NC(=NC=C2)N[C@@H]2CN(CCC2)C(=O)[O-])C=C1)F [(3S)-3-[[4-(2-(4-amino-2-fluorophenoxy)pyrid-3-yl)pyrimidin-2-yl]amino]piperidin-1-yl]carboxylate